CC=1C2=C(SC1C(=O)O)C=CC(=C2)NCCCC2=CC=CC=C2 3-Methyl-5-(3-phenylpropylamino)benzo[b]thiophene-2-carboxylic acid